1-(Diethoxymethylsilyl)-4-ethenylbenzene C(C)OC(OCC)[SiH2]C1=CC=C(C=C1)C=C